1-(3-fluoropyrrolidin-3-yl)-N-methyl-methylamine dihydrochloride Cl.Cl.FC1(CNCC1)CNC